[Mo](Cl)(Cl)(Cl)Cl Molybdenum chloride